3-bromo-6-(4-methoxy-1,1-dimethyl-butyl)-5-methyl-pyrrolo[2,3-b]pyrazine BrC1=CN=C2C(=N1)N(C(=C2)C(CCCOC)(C)C)C